cyclopropylmethyl 5-methylsulfonyl-4-oxo-1-[4-(trifluoromethoxy)phenyl]cinnoline-3-carboxylate CS(=O)(=O)C1=C2C(C(=NN(C2=CC=C1)C1=CC=C(C=C1)OC(F)(F)F)C(=O)OCC1CC1)=O